O1C(=CC=C1)CCCC=1OC=CC1 1,3-di(furan-2-yl)propane